N-(piperazinylethyl)-3-aminopropyl-methyl-dimethoxysilane N1(CCNCC1)CCNCCC[Si](OC)(OC)C